COC=1C=C2C(=NC(=NC2=CC1OC)C)N[C@H](C)C1=CC(=CC=C1)C=1C=NN(C1)C 6,7-dimethoxy-2-methyl-N-{(1R)-1-[3-(1-methyl-1H-pyrazol-4-yl)phenyl]ethyl}quinazolin-4-amine